D-Homoalanine N[C@H](CC)C(=O)O